ClC1=C(C=C(C(=O)NC2=C(C=C(C=C2)F)Cl)C=C1)C(C(=O)N1CCC(CC1)O)(F)F 4-chloro-N-(2-chloro-4-fluorophenyl)-3-(1,1-difluoro-2-(4-hydroxypiperidin-1-yl)-2-oxoethyl)benzamide